Br[Zn]C1CCC1 bromo(cyclobutyl)zinc